6-(but-3-en-2-yl)-4-((R)-3-methylmorpholinyl)-2-(1H-pyrazol-3-yl)-8,9-dihydro-1,3,6,9a-tetraazabenzo[cd]azulene-7(6H)-one CC(C=C)N1C=2C3=C(C(=NN3CCC1=O)C1=NNC=C1)N=C(C2)N2[C@@H](COCC2)C